NC1=C(C=CC(=C1)OC(F)(F)F)C(=O)N1CCC(CC1)C1=CNC2=NC=C(N=C21)OC2COC2 [2-amino-4-(trifluoromethoxy)phenyl]-[4-[2-(oxetan-3-yloxy)-5H-pyrrolo[2,3-b]pyrazin-7-yl]-1-piperidyl]methanone